CN(C(OC(C)(C)C)=O)CC[C@H](CSC1=CC=CC=C1)NC1=C(C=C(C=C1)S(N)(=O)=O)S(=O)(=O)C(F)(F)F tert-butyl (R)-methyl(4-(phenylthio)-3-((4-sulfamoyl-2-((trifluoromethyl)sulfonyl)phenyl)amino)butyl)carbamate